N1(CCCCC1)CCCOC1=CC=C(C(=O)NC2=C(C=CC=C2)N2CCCC2)C=C1 4-(3-(piperidin-1-yl)propoxy)-N-(2-(pyrrolidin-1-yl)phenyl)benzamide